Cyclohepta[b]pyrrolo[3,2-e]pyridin-4-amine N1=CC=C2C(=C3C(N=C21)=CC=CC=C3)N